tert-butyl 4-(3-((4-chloro-2-fluorobenzyl)thio)-1H-pyrazol-1-yl)piperidine-1-carboxylate ClC1=CC(=C(CSC2=NN(C=C2)C2CCN(CC2)C(=O)OC(C)(C)C)C=C1)F